N12CCC(C(CC1)CC2)OC(NC(C)(C)C2=CC=C(C=C2)C2=CC=C(C=C2)CCC=2N=NNC2)=O (2-(4'-(2-(1H-1,2,3-triazol-4-yl)ethyl)-[1,1'-biphenyl]-4-yl)propan-2-yl)carbamic acid 1-azabicyclo[3.2.2]non-4-yl ester